C1(=CC=CC=C1)C(CN1CCCCC1)O 1-phenyl-2-piperidin-1-ylethyl alcohol